6-amino-N-ethyl-2-[S(R)-ethylsulphonimidoyl]-N-methyl-8-oxo-9-(p-tolylmethyl)purine-7-carboxamide NC1=C2N(C(N(C2=NC(=N1)[S@](=O)(=N)CC)CC1=CC=C(C=C1)C)=O)C(=O)N(C)CC |r|